[1-(6-nitro-1H-indazol-3-yl)-4-piperidinyl]Morpholine [N+](=O)([O-])C1=CC=C2C(=NNC2=C1)N1CCC(CC1)N1CCOCC1